6-((R)-1-amino-2-cyclopropylethyl)-2-(3-(3-((R)-fluoro(4-methyl-4H-1,2,4-triazol-3-yl)methyl)oxetan-3-yl)phenyl)-4-(trifluoromethyl)isoindolin-1-one N[C@H](CC1CC1)C1=CC(=C2CN(C(C2=C1)=O)C1=CC(=CC=C1)C1(COC1)[C@H](C1=NN=CN1C)F)C(F)(F)F